ClC1=NC=2N(C(=C1)N[C@H](C(F)(F)F)C)N=CN2 5-chloro-N-((S)-1,1,1-trifluoropropane-2-yl)-[1,2,4]triazolo[1,5-a]pyrimidin-7-amine